2-oxabicyclo[2.2.2]octan-6-ol C12OCC(CC1O)CC2